O=C1N(C2=CC=CC=C2C(N1CCC1=CC(=CC=C1)C(F)(F)F)=O)CC1=CC=C(C=C1)C(C(=O)NO)=C (4-((2,4-dioxo-3-(3-(trifluoromethyl)phenethyl)-3,4-dihydroquinazolin-1(2H)-yl)methyl)phenyl)-N-hydroxyacrylamide